6-(phenylsulfonyl)phthalazin-1(2H)-one C1(=CC=CC=C1)S(=O)(=O)C=1C=C2C=NNC(C2=CC1)=O